[H-].[Na+].[Si](C1=CC=CC=C1)(C1=CC=CC=C1)(C(C)(C)C)OC[C@@H](COCCCCCCCC\C=C/CCCCCCCC)OCC=1C=C(C#N)C=C(C1)F (R,Z)-3-(((1-((tert-butyldiphenylsilyl)oxy)-3-(octadec-9-en-1-yloxy)propan-2-yl)oxy)methyl)-5-fluorobenzonitrile Sodium hydride